NC1=NC(=C(C=C1C=1C=C2C(=CN=CC2=CC1)C)Br)F 6-(2-amino-5-bromo-6-fluoropyridin-3-yl)-4-methylisoquinolin